FC(N1N=CC(=C1)N)F 1-(difluoromethyl)pyrazol-4-amine